(5-(4-fluoro-6-((2R,6R)-2-(hydroxymethyl)-6-methylmorpholino)-1H-benzo[d]imidazol-2-yl)-1H-pyrrol-3-yl)(2-(trifluoromethyl)phenyl)methanone FC1=CC(=CC=2NC(=NC21)C2=CC(=CN2)C(=O)C2=C(C=CC=C2)C(F)(F)F)N2C[C@@H](O[C@@H](C2)C)CO